5-((5-(3,4-difluorophenyl)pyridin-3-yl)oxy)-2-((4-(methyl-sulfonyl)phenyl)thio)benzonitrile FC=1C=C(C=CC1F)C=1C=C(C=NC1)OC=1C=CC(=C(C#N)C1)SC1=CC=C(C=C1)S(=O)(=O)C